ethyl (E)-3-(1-(4-(diethylamino)benzamido)-2,3-dihydro-1H-inden-5-yl)acrylate C(C)N(C1=CC=C(C(=O)NC2CCC3=CC(=CC=C23)/C=C/C(=O)OCC)C=C1)CC